(S)-3-(2-(3,4-dihydroisoquinolin-2(1H)-yl)ethyl)-2-oxa-8-azaspiro[4.5]decan-1-one C1N(CCC2=CC=CC=C12)CC[C@H]1OC(C2(C1)CCNCC2)=O